dipropylpyrrolidinium tetrafluoroborate F[B-](F)(F)F.C(CC)[N+]1(CCCC1)CCC